C(C)OC(=O)C1=NN2C(OCCC2)=C1 6,7-dihydro-5H-pyrazolo[5,1-b][1,3]oxazine-2-carboxylic acid ethyl ester